C(C)N1CC(CC1=O)C(=O)N(CC1=CC=C(C=C1)NC1=CC=C(C=C1)N1CCC(CC1)C(F)(F)F)CCO 1-Ethyl-N-(2-hydroxyethyl)-5-oxo-N-(4-((4-(4-(trifluoromethyl)piperidin-1-yl)phenyl)amino)benzyl)pyrrolidine-3-carboxamide